rac-(R)-1-(1-methyl-6-(3-methylpiperazin-1-yl)-1H-indazol-3-yl)dihydropyrimidine-2,4(1H,3H)-dione CN1N=C(C2=CC=C(C=C12)N1C[C@H](NCC1)C)N1C(NC(CC1)=O)=O |r|